BrC=1SC2=C(N1)C=CC=C2 2-bromobenzo[d]thiazole